C(N)(=O)C1(CC1)NC(OC(C)(C)C)=O tert-Butyl (1-carbamoylcyclopropyl)carbamate